magnesium R-beta-hydroxybutyrate O[C@@H](CC(=O)[O-])C.[Mg+2].O[C@@H](CC(=O)[O-])C